4-methyl-4-(prop-2-yn-1-ylamino)-[1,4'-bipiperidine] CC1(CCN(CC1)C1CCNCC1)NCC#C